C(N)(=N)N1CCC(CC1)CNC(C1=C(C=C(C=C1)NC=1C=2N(C=CN1)C(=CN2)C2=CC(=C(C=C2)OC)Cl)C)=O N-((1-carbamimidoyl-piperidin-4-yl)methyl)-4-((3-(3-chloro-4-methoxyphenyl)imidazo[1,2-a]pyrazin-8-yl)amino)-2-methylbenzamide